2-[5-bromo-3-(trifluoromethyl)-2-pyridinyl]Propan-2-ol BrC=1C=C(C(=NC1)C(C)(C)O)C(F)(F)F